(R)-3-((3-fluorobenzyl)oxy)-7,8,8a,9-tetrahydropyrrolo[1',2':3,4]imidazo[1,2-c]pyrimidin-1(6H)-one FC=1C=C(COC=2C=C3N(C(N2)=O)C[C@@H]2N3CCC2)C=CC1